N1=CC(=CC=C1C=O)C=1C=NC(=CC1)C=O 3,3'-bipyridine-6,6'-dicarbaldehyde